2-(cyclopropylmethyl)-7-((2S,5R)-2,5-dimethyl-4-(1-(quinoxalin-6-yl)ethyl)piperazin-1-yl)-4-methyl-2,4-dihydro-5H-pyrazolo[4,3-b]pyridin-5-one C1(CC1)CN1N=C2C(N(C(C=C2N2[C@H](CN([C@@H](C2)C)C(C)C=2C=C3N=CC=NC3=CC2)C)=O)C)=C1